ClC=1C=CC=2C(C3=CC=C(C=C3OC2C1)Cl)NC(=O)C1=CN=C(NC1=O)SCC1=CC(=C(C=C1)[N+](=O)[O-])C(F)(F)F N-(3,6-dichloro-9H-xanthen-9-yl)-2-((4-nitro-3-(trifluoromethyl)benzyl)thio)-6-oxo-1,6-dihydropyrimidine-5-carboxamide